D-argininate N[C@H](CCCNC(N)=N)C(=O)[O-]